2-(cyclopropylmethyl)-N-(6-cyclopropylpyridin-3-yl)-N-methyl-1,2,3,4-tetrahydroisoquinolin-7-amine hydrochloride Cl.C1(CC1)CN1CC2=CC(=CC=C2CC1)N(C)C=1C=NC(=CC1)C1CC1